3-(5-(((trans-3-(3-cyclopropyl-4-(6-nitropyridin-2-yl)-1H-pyrazol-1-yl)cyclobutyl)methyl)amino)-1-oxoisoindolin-2-yl)piperidine-2,6-dione C1(CC1)C1=NN(C=C1C1=NC(=CC=C1)[N+](=O)[O-])[C@@H]1C[C@H](C1)CNC=1C=C2CN(C(C2=CC1)=O)C1C(NC(CC1)=O)=O